FC=1C=CC2=C(NC(=NS2(=O)=O)NCC2=CC(=CC=C2)F)C1[C@H](C)C=1C=C(C=CC1)C (R)-6-fluoro-3-((3-fluorobenzyl)amino)-5-(1-(m-tolyl)ethyl)-4H-benzo[e][1,2,4]thiadiazine 1,1-dioxide